2,6-nonadienyl 2-oxo-2-phenylacetate O=C(C(=O)OCC=CCCC=CCC)C1=CC=CC=C1